C(#N)CCN(C1=CC=CC=C1)CCO N-(2-cyanoethyl)-N-hydroxyethyl-aniline